ClC1=CC=C(C2=C1C=C(O2)F)COC2=CC=CC(=N2)C2=CCC(CC2)C (4-(6-((4-chloro-2-fluorobenzofuran-7-yl)methoxy)pyridin-2-yl)cyclohex-3-en-1-yl)methane